(4-(3-cyclohexyl-2-oxo-7-(tri-fluoromethyl)indolin-3-yl)phenyl)boronic acid C1(CCCCC1)C1(C(NC2=C(C=CC=C12)C(F)(F)F)=O)C1=CC=C(C=C1)B(O)O